Cl.FC(OC1=CC=C(C=C1)C(N)=N)(F)F 4-(trifluoromethoxy)benzene-1-carboximidamide hydrogen chloride